4-(1-(3-chloro-2-fluorophenyl)ethyl)-6-methyl-2-(1-(oxetan-3-yl)-1H-pyrazol-4-yl)-1,6-dihydro-7H-pyrrolo[2,3-c]pyridin-7-one ClC=1C(=C(C=CC1)C(C)C=1C2=C(C(N(C1)C)=O)NC(=C2)C=2C=NN(C2)C2COC2)F